tetrasodium N,N-bis(carboxymethyl)glutamic acid C(=O)(O)CN([C@@H](CCC(=O)O)C(=O)O)CC(=O)O.[Na].[Na].[Na].[Na]